(E)-4-(2-fluorophenyl)-4-oxobut-2-enoic acid FC1=C(C=CC=C1)C(/C=C/C(=O)O)=O